tert-butyl (1-(2-((4-((2-(piperidin-1-yl)ethyl)carbamoyl)phenyl)ethynyl)-4-(3-(2-(pyridin-3-yl)ethyl)ureido)phenyl)piperidin-3-yl)carbamate N1(CCCCC1)CCNC(=O)C1=CC=C(C=C1)C#CC1=C(C=CC(=C1)NC(=O)NCCC=1C=NC=CC1)N1CC(CCC1)NC(OC(C)(C)C)=O